C1(=C(C=CC=C1)C=1C2=CC=CC=C2C(=C2C=CC(=CC12)N(C1=CC=C(C=C1)N(C1=CC=CC=C1)C1=CC=CC=C1)C1=CC=CC=C1)C1=C(C=CC=C1)C1=CC=CC=C1)C1=CC=CC=C1 N-[9,10-bis(1,1'-biphenyl-2-yl)-2-anthryl]-N,N',N'-triphenyl-1,4-Phenylenediamine